OCCCCNCCCCCCCC(=O)OCC(CCCCCCCC)CCCCCC 2-hexyldecyl 8-((4-hydroxybutyl)amino)octanoate